4-[o-methyl-p-N,N-bis(ethoxycarbonylmethyl)aminophenyl]-2,6-bis(trichloromethyl)-s-triazine CC1=C(C=CC(=C1)N(CC(=O)OCC)CC(=O)OCC)C1=NC(=NC(=N1)C(Cl)(Cl)Cl)C(Cl)(Cl)Cl